6-(3-amino-6-(3-(1-(dimethylamino)ethyl)-4-hydroxyphenyl)-5-fluoropyrazin-2-yl)-4-methylisoquinolin-1(2H)-one NC=1C(=NC(=C(N1)F)C1=CC(=C(C=C1)O)C(C)N(C)C)C=1C=C2C(=CNC(C2=CC1)=O)C